ClC1=C(C=CC=C1C1=C(C(=NC=C1)C=1C=CC2=C(N(CCNC2)C)C1)Cl)C1=CC=C(C(=N1)OC)CNC[C@@H](C)NC(C)=O (R)-N-(1-(((6-(2-chloro-3-(3-chloro-2-(1-methyl-2,3,4,5-tetrahydro-1H-benzo[e][1,4]diazepin-8-yl)pyridin-4-yl)phenyl)-2-methoxypyridin-3-yl)methyl)amino)propan-2-yl)acetamide